OCCCNS(=O)(=O)C1=CC=C(C=C1)[N+](=O)[O-] N-(3-hydroxypropyl)-4-nitrobenzenesulfonamide